6-(3-(2-(1-(3,5-difluoropyridin-2-yl)cyclobutoxy)acetyl)-3,8-diazabicyclo[3.2.1]octan-8-yl)nicotinonitrile FC=1C(=NC=C(C1)F)C1(CCC1)OCC(=O)N1CC2CCC(C1)N2C2=NC=C(C#N)C=C2